C(C)(=O)N1CCC(CC1)NC1=NC=C(C(=C1)C=1C=C2N(CC(N(C2=O)CC2=C(C=CC(=C2)F)CO)COC)C1)Cl 7-(2-((1-acetylpiperidin-4-yl)amino)-5-chloropyridin-4-yl)-2-(5-fluoro-2-(hydroxymethyl)benzyl)-3-(methoxymethyl)-3,4-dihydropyrrolo[1,2-a]pyrazin-1(2H)-one